perfluorododecyl-sulfonamide FC(C(C(C(C(C(C(C(C(C(C(C(F)(F)F)(F)F)(F)F)(F)F)(F)F)(F)F)(F)F)(F)F)(F)F)(F)F)(F)F)(S(=O)(=O)N)F